CS(=O)(=O)NC1=CC=C(C(=O)O)C=C1 4-(Methanesulphonylamino)benzoic acid